FC1=CC(=C(C=C1)C(O)C1=CC=C(C=C1)F)OC (4-fluoro-2-methoxyphenyl)(4-fluorophenyl)methanol